N-[[4-[5-amino-4-cyano-1-(2-fluorocyclopentyl)pyrazol-3-yl]phenyl]methyl]-2-methoxy-benzamide NC1=C(C(=NN1C1C(CCC1)F)C1=CC=C(C=C1)CNC(C1=C(C=CC=C1)OC)=O)C#N